C1(CC1)S(=O)(=O)N CyclopropanesulfonylAmine